(trans)-ethyl 1-((4-(N,N-diethylsulfamoyl)phenyl)sulfonyl)-5-hydroxypiperidine-3-carboxylate C(C)N(S(=O)(=O)C1=CC=C(C=C1)S(=O)(=O)N1C[C@H](C[C@@H](C1)O)C(=O)OCC)CC